Tert-butyl 6-[(5-bromo-1-oxo-2,7-naphthyridin-2-yl)methyl]-2-[(4-tert-butyl-1-piperidyl)methyl]indole-1-carboxylate BrC1=C2C=CN(C(C2=CN=C1)=O)CC1=CC=C2C=C(N(C2=C1)C(=O)OC(C)(C)C)CN1CCC(CC1)C(C)(C)C